NCCCC[C@H](C(COC1=C(C=CC=C1F)F)=O)NC(=O)C1CCCC1 |r| racemic-N-(7-amino-1-(2,6-difluorophenoxy)-2-oxoheptan-3-yl)cyclopentanecarboxamide